decamethylenediamine hydrochloride Cl.NCCCCCCCCCCN